14-octadecene CCCCCCCCCCCCCC=CCCC